N1=C(C=CC=C1)CC=O 2-(pyridin-2-yl)ethan-1-one